N-(6-bromothiazolo[4,5-b]pyrazin-2-yl)-3-(2-methoxyphenyl)pyridine-4-carboxamide BrC=1N=C2C(=NC1)N=C(S2)NC(=O)C2=C(C=NC=C2)C2=C(C=CC=C2)OC